5-Hydroxymethyl-2-furaldehyde OCC1=CC=C(O1)C=O